4-iodo-1-(triphenylmethyl)imidazole IC=1N=CN(C1)C(C1=CC=CC=C1)(C1=CC=CC=C1)C1=CC=CC=C1